2-(3-chloro-N-[6-[2-(chloromethyl)allyloxy]-4-quinolyl]-4-fluoro-anilino)ethanol ClC=1C=C(N(C2=CC=NC3=CC=C(C=C23)OCC(=C)CCl)CCO)C=CC1F